1-{1-[2-methyl-3-(2,2,2-trifluoro-ethoxy)-phenyl]-ethyl}-3-spiro[3.3]hept-2-yl-urea CC1=C(C=CC=C1OCC(F)(F)F)C(C)NC(=O)NC1CC2(C1)CCC2